8-cyclopropyl-9-(4-(4-(dimethoxymethyl)piperidin-1-yl)phenyl)-6,7-dihydro-5H-benzo[7]annulene-3-carboxylic acid C1(CC1)C=1CCCC2=C(C1C1=CC=C(C=C1)N1CCC(CC1)C(OC)OC)C=CC(=C2)C(=O)O